C(C)S(=O)(=O)C1=C(N=C2N1C=CC(=C2)C2(CC2)C#N)C=2OC1=C(N2)C=C(C=C1)SC(F)(F)F 1-[3-(ethylsulfonyl)-2-{5-[(trifluoromethyl)thio]-1,3-benzoxazol-2-yl}imidazo[1,2-a]pyridin-7-yl]cyclopropanecarbonitrile